O1C(=CC=C1)C=1C=CC2=C(SC(=C2)C(=O)NCC2CCNCC2)C1 6-(furan-2-yl)-N-(piperidin-4-ylmethyl)benzo[b]thiophene-2-carboxamide